N-[(3S,11S)-3-(2-aminoethyl)-4-oxo-2,5-diazabicyclo[10.3.1]hexadeca-1(16),12,14-trien-11-yl]-5-chloro-1-(3-chloro-2-fluorophenyl)-1H-pyrazole-4-carboxamide hydrochloride Cl.NCC[C@@H]1NC=2C=CC=C([C@H](CCCCCNC1=O)NC(=O)C=1C=NN(C1Cl)C1=C(C(=CC=C1)Cl)F)C2